2,8-dichloro-9-(4-(1-methyl-4-(trifluoromethyl)-1H-imidazol-2-yl)benzyl)-9H-purine ClC1=NC=C2N=C(N(C2=N1)CC1=CC=C(C=C1)C=1N(C=C(N1)C(F)(F)F)C)Cl